3-(5-((4-(5-chloro-2-hydroxyphenyl)-1H-1,2,3-triazol-1-yl)methyl)-1-oxoisoindolin-2-yl)piperidine-2,6-dione ClC=1C=CC(=C(C1)C=1N=NN(C1)CC=1C=C2CN(C(C2=CC1)=O)C1C(NC(CC1)=O)=O)O